ClC=1C=C(C=CC1F)NC(N(C=1C=NC(=CC1)OC)CC1=NNC=2CCC(CC12)(F)F)=O (3-Chloro-4-fluorophenyl)-1-((5,5-difluoro-4,5,6,7-tetrahydro-1H-indazol-3-yl)methyl)-1-(6-methoxypyridin-3-yl)urea